C(C)(C)(C)OC(=O)[C@@H]1C[C@H](C1)OCC#CC1=C2CN(C(C2=CC=C1)=O)C1C(NC(CC1)=O)=O trans-tert-butyl-3-((3-(2-(2,6-dioxopiperidin-3-yl)-1-oxoisoindolin-4-yl)prop-2-yn-1-yl)oxy)cyclobutane-1-carboxylate